6-ethyl-5-(8-methyl-[1,2,4]triazolo[1,5-a]pyridin-6-yl)-2-(5-(piperazin-1-yl)-3H-imidazo[4,5-b]pyridin-2-yl)-4H-thieno[3,2-b]pyrrole C(C)C=1C2=C(NC1C=1C=C(C=3N(C1)N=CN3)C)C=C(S2)C2=NC=3C(=NC(=CC3)N3CCNCC3)N2